1-(4-chloro-2-fluoro-phenyl)ethanone ClC1=CC(=C(C=C1)C(C)=O)F